C1(=CC=CC=C1)C1=C(C2=C(OC3=C2C=CC=C3)C=C1)C1=C(C=CC=C1)C1=NN=NC(=C1C1=CC=CC=C1)C1=CC=CC=C1 (phenyl)[(diphenyltriazineyl)phenyl]dibenzofuran